4-[(1S)-1-(5-chloro-2-pyridyl)-2,2,2-trifluoro-ethyl]piperidin-4-ol ClC=1C=CC(=NC1)[C@H](C(F)(F)F)C1(CCNCC1)O